N1(C(CN(CC1)C(=O)[O-])C(=O)[O-])C(=O)OC(C)(C)C (tert-butyl) piperazine-1,2,4-tricarboxylate